ClC1=C(C=C(C=C1)C1=CC=NN1)C1COCCCN1 3-[2-chloro-5-(1H-pyrazol-5-yl)phenyl]-1,4-oxazepan